C1(=CC=CC2=CC=CC=C12)[C@@H](C)NC1CC(CC1)C1=CC=C2CC[C@H](C2=C1)CC(=O)O 2-((1S)-6-(3-(((R)-1-(naphthalen-1-yl)ethyl)amino)cyclopentyl)-2,3-dihydro-1H-inden-1-yl)acetic acid